2,6-bis[1-(2,4-difluorophenylimino)ethyl]pyridine iron(II) dichloride [Fe](Cl)Cl.FC1=C(C=CC(=C1)F)N=C(C)C1=NC(=CC=C1)C(C)=NC1=C(C=C(C=C1)F)F